C(C)(=O)[O-].C(CCCCCC)[NH+]1C(CCC1)CCC 1-heptyl-2-propylpyrrolidinium acetate